C(C)(C)(C)C12C(OCC(CC1)N2)C2=CC(=NC(=C2)Cl)Br endo-tert-butyl-2-(2-bromo-6-chloropyridin-4-yl)-3-oxa-8-azabicyclo[3.2.1]-octane